threonyl-tryptophan benzyl-4-(1-(pyrazolo[1,5-a]pyridin-5-yl)vinyl)piperidine-1-carboxylate C(C1=CC=CC=C1)C1N(CCC(C1)C(=C)C1=CC=2N(C=C1)N=CC2)C(=O)O.N[C@@H]([C@H](O)C)C(=O)N[C@@H](CC2=CNC1=CC=CC=C21)C(=O)O